COC(=O)C1=NC(=C(N=C1N)C(F)F)Cl.FCC(=O)C1=C(SC=C1)[N+](=O)[O-] 2-fluoro-1-(2-nitrothiophen-3-yl)ethan-1-one methyl-3-amino-6-chloro-5-(difluoromethyl)pyrazine-2-carboxylate